BrCC1=NC=CC2=CC(=CC=C12)F 1-(bromomethyl)-6-fluoroisoquinoline